ethyl 2-(4-piperidyl)acetate N1CCC(CC1)CC(=O)OCC